(1-(2-bromoethyl)-3-nitro-1H-pyrazol-5-yl)methanol BrCCN1N=C(C=C1CO)[N+](=O)[O-]